ClC(C(F)(F)F)(F)Cl 1,1-dichloro-1,2,2,2-tetrafluoroethane